BrC1=CC2=C(N=C(N=C2NC2=CC=C(C=C2)C2CCCCC2)N2C[C@H](OCC2)C)N=C1 (R)-6-bromo-N-(4-cyclohexyl-phenyl)-2-(2-methylmorpholino)pyrido[2,3-d]pyrimidin-4-amine